1-((5-(1H-pyrazol-1-yl)pyridin-2-yl)methyl)-4-(3-fluorobicyclo[1.1.1]pentan-1-yl)piperazine-2,3-dione N1(N=CC=C1)C=1C=CC(=NC1)CN1C(C(N(CC1)C12CC(C1)(C2)F)=O)=O